2-amino-7-((E)-2-((1R,2R,3S,4R)-4-(4-amino-5,6-Dihydro-7H-pyrrolo[2,3-d]pyrimidin-7-yl)-2,3-dihydroxycyclopentyl)vinyl)quinoline-3-carbonitrile NC1=NC2=CC(=CC=C2C=C1C#N)\C=C\[C@@H]1[C@H]([C@H]([C@@H](C1)N1CCC2=C1N=CN=C2N)O)O